CC1(C(C2=CC=CC=C2CC1)O)C 3,4-dihydro-2,2-dimethyl-2H-naphthol